C1(CCC1)CN(C(OC(C)(C)C)=O)[C@H]1CN(CCC1)C=1C=NC(=CC1)C1(COC1)C(NC=1N=C2N(C(C1)=O)C=CS2)=O tert-butyl (R)-(cyclobutylmethyl)(1-(6-(3-((5-oxo-5H-thiazolo[3,2-a]pyrimidin-7-yl)carbamoyl)oxetan-3-yl)pyridin-3-yl)piperidin-3-yl)carbamate